C[C@H]1N(CCC1)C=1C=C2C(=CC=NC2=CC1)C(=O)OC(C)(C)C tert-Butyl (R)-6-(2-methylpyrrolidin-1-yl)quinoline-4-carboxylate